OCC(C)(C)ON=CC1=CC(=CC(=C1)OC)NC(C(N1CC2(C3=CC=C(C=C13)OC(F)(F)F)CC2)=O)C2=CC=C(C=C2)Cl 3-((1-(4-chlorophenyl)-2-oxo-2-(6'-(trifluoromethoxy)spiro[cyclopropane-1,3'-indolin]-1'-yl)ethyl)amino)-5-methoxybenzaldehyde O-(1-hydroxy-2-methylpropan-2-yl) oxime